(R)-N-((1-Cyanopyrrolidin-3-yl)methyl)-1H-benzo[d]imidazole-2-carboxamide C(#N)N1C[C@H](CC1)CNC(=O)C1=NC2=C(N1)C=CC=C2